CC(C=O)(CCC(C)C)C 2,2,5-TRIMETHYLHEXANAL